S(=S)(=O)([O-])[O-].S(=O)(=O)([O-])[O-].[NH4+].[NH4+].[NH4+].[NH4+] ammonium sulphate thiosulfate